1H-pyrazolo[3,4-b]pyridine-3,6-diamine N1N=C(C=2C1=NC(=CC2)N)N